2,2,6,6-tetramethyl-N-tritylpiperidin-4-amine CC1(NC(CC(C1)NC(C1=CC=CC=C1)(C1=CC=CC=C1)C1=CC=CC=C1)(C)C)C